2,6-dimethoxymethyl-phenol COCC1=C(C(=CC=C1)COC)O